6-[1-[[(3R)-1-[2-[tertbutyl(dimethyl)silyl]oxyethyl]-3-piperidyl]methyl]pyrazol-4-yl]-4-isopropylsulfanyl-pyrazolo[1,5-a]pyridine-3-carbonitrile C(C)(C)(C)[Si](OCCN1C[C@@H](CCC1)CN1N=CC(=C1)C=1C=C(C=2N(C1)N=CC2C#N)SC(C)C)(C)C